C1(CC1)NC1=NC=C(C(=N1)OC=1C=C(C=CC1)NC(C=C)=O)C1=CC=C(C=C1)C(F)(F)F N-(3-((2-(cyclopropylamino)-5-(4-(trifluoromethyl)phenyl)pyrimidin-4-yl)oxy)phenyl)acrylamide